COC=1C=C(/C=C/C2=CC3=C(B(OC3)O)C=C2)C=CC1 (E)-5-(3-methoxystyryl)benzo[c][1,2]oxaborol-1(3H)-ol